9-(2-fluoropyridin-4-yl)-6,7-dimethoxynaphtho[2,3-c]furan-1(3H)-one FC1=NC=CC(=C1)C1=C2C=C(C(=CC2=CC2=C1C(OC2)=O)OC)OC